trimethyl-decadienal CC(CCCCC=CC=CC=O)(C)C